CN1C(CN(CC1)C1=NC(=NC=C1)C1=CN=C2N1C=C(N=C2)C(F)(F)F)C(=O)N 1-Methyl-4-(2-(6-(trifluoromethyl)imidazo[1,2-a]pyrazin-3-yl)pyrimidin-4-yl)piperazine-2-carboxamide